C1C(CC2=CC=CC=C12)C(C(=O)N[C@@H]([C@H](O)C1=CC(=C(C=C1)OC)F)CN1CCCC1)(F)F 2-(2,3-dihydro-1H-inden-2-yl)-2,2-difluoro-N-((1r,2r)-1-(3-fluoro-4-methoxyphenyl)-1-hydroxy-3-(pyrrolidin-1-yl)propan-2-yl)acetamide